2-(4-(2-((5-(1H-pyrazol-4-yl)thiazolo[5,4-b]pyridin-2-yl)amino)pyridin-4-yl)piperazin-1-yl)ethanol N1N=CC(=C1)C1=CC=C2C(=N1)SC(=N2)NC2=NC=CC(=C2)N2CCN(CC2)CCO